3-(6-Methoxypyridin-3-yl)-3-(5-(2-(5,6,7,8-tetrahydro-1,8-naphthyridin-2-yl)ethoxy)pyrazolo[4,3-b]pyridin-1-yl)propanoic acid COC1=CC=C(C=N1)C(CC(=O)O)N1N=CC2=NC(=CC=C21)OCCC2=NC=1NCCCC1C=C2